1-(3-fluoro-4-methylbenzyl)-2-oxo-5-((trimethylsilyl)ethynyl)-2,3-dihydro-1H-benzo[b]azepine-4-carboxylic acid FC=1C=C(CN2C3=C(C(=C(CC2=O)C(=O)O)C#C[Si](C)(C)C)C=CC=C3)C=CC1C